BrC1=C2C(=CNC2=CC=C1)C=1N=C(SC1)NC(CC=1N=C2SC=CN2C1)=O N-[4-(4-bromo-1H-indol-3-yl)thiazol-2-yl]-2-(imidazo[2,1-b]thiazol-6-yl)acetamide